(R)-N-(1-(6,7-difluoro-1-oxo-1,2-dihydroisoquinolin-4-yl)ethyl)-N-methylbenzofuran-2-carboxamide FC=1C=C2C(=CNC(C2=CC1F)=O)[C@@H](C)N(C(=O)C=1OC2=C(C1)C=CC=C2)C